C(C=C)OC(=O)NC[C@@H](CNCCCNC(OC(C)(C)C)=O)O Tert-butyl N-[3-[[(2R)-3-(allyloxycarbonylamino)-2-hydroxypropyl]amino]propyl]carbamate